C(C)(C)(C)OC(=O)N1CCC2(CCCCC12)C1=CC(=C(C=C1)OC)OC 3a-(3,4-dimethoxyphenyl)octahydro-1H-indole-1-carboxylic acid tert-butyl ester